tert-butyl 2-(6-((6-(1-methyl-1H-pyrazol-4-yl)pyridin-2-yl)carbamoyl)-2-morpholinooxazolo[4,5-b]pyridin-5-yl)-2,5-diazaspiro[3.4]octane-5-carboxylate CN1N=CC(=C1)C1=CC=CC(=N1)NC(=O)C=1C=C2C(=NC1N1CC3(C1)N(CCC3)C(=O)OC(C)(C)C)N=C(O2)N2CCOCC2